ClC1=C(C=CC=C1Cl)C=1C=2N(C(=NC1C)N1CCC3(CCC[C@H]3N)CC1)C=NN2 (R)-8-(8-(2,3-dichlorophenyl)-7-methyl[1,2,4]triazolo[4,3-c]pyrimidin-5-yl)-8-azaspiro[4.5]decan-1-amine